FC1=C(OC2=CC=C(C=C2)NC(OCC=2C(=C3C(N(CC3=CC2)C2C(NC(CC2)=O)=O)=O)OC(C)C)=O)C=CC=C1F [2-(2,6-dioxopiperidin-3-yl)-3-oxo-4-(propan-2-yloxy)-2,3-dihydro-1H-isoindol-5-yl]methyl N-[4-(2,3-difluorophenoxy)phenyl]carbamate